N[C@@H]1CN(CC1)C1=C(C=NC(=C1C1=CC(=CC(=C1)F)F)C#N)C(=O)NC(C(F)(F)F)C 4-[(3S)-3-aminopyrrolidin-1-yl]-6-cyano-5-(3,5-difluorophenyl)-N-(1,1,1-trifluoropropan-2-yl)pyridine-3-carboxamide